C12(CC3CC(CC(C1)C3)C2)C2=CC=C(C=C2)C2=NC(=NC(=N2)C2=CC=C(C=C2)C2=CC=C(C=C2)C#N)C2=CC=C(C=C2)C2=CC=C(C=C2)C#N 4',4'''-{6-[4-(1-adamantyl)phenyl]-1,3,5-triazine-2,4-diyl}-bis[(1,1'-biphenyl)-4-carbonitrile]